C(C)C=1C(=CC=C2C=C(C=C(C12)C1=C(C=C2C(=NC(=NC2=C1F)OC[C@]12CCCN2C[C@@H](C1)F)N1C[C@@H](CCC1)C)F)OCOC)F (3R)-1-(7-(8-ethyl-7-fluoro-3-(methoxymethoxy)naphthalene-1-yl)-6,8-difluoro-2-(((2R,7aS)-2-fluorotetrahydro-1H-pyrrolizin-7a(5H)-yl)methoxy)-quinazolin-4-yl)-3-methylpiperidine